NC1=C(C(=CC=C1)C)NC(C1=C(C=C(C(=C1)F)N1N=C(N(C1=O)C)CC)OC(C)CC=C)=O N-(2-amino-6-methylphenyl)-4-(3-ethyl-4-methyl-5-oxo-4,5-dihydro-1H-1,2,4-triazol-1-yl)-5-fluoro-2-(pent-4-en-2-yloxy)benzamide